F[C@@H]1[C@@H]([C@H]2CN[C@@H]1C2)OC2=NN=C(S2)C2=C(C=C(C=C2)C2=NC(N(C=N2)C)=O)O 4-(4-(5-(((1R,4R,5R,6S)-6-fluoro-2-azabicyclo[2.2.1]heptan-5-yl)oxy)-1,3,4-thiadiazol-2-yl)-3-hydroxyphenyl)-1-methyl-1,3,5-triazin-2(1H)-one